CC1(C2=CC=CC=C2C=2C=CC(=CC12)C1=CC=C(C=C1)NC=1C2=CC=CC=C2C=2C=CC=CC2C1)C N-(4-(9,9-dimethyl-9H-fluoren-2-yl)phenyl)phenanthren-9-amine